1-methyl-4-(5-(3-(trifluoromethyl)phenyl)furan-2-carbonyl)-1,4-thiazepan-1-ium trifluoromethanesulfonate FC(S(=O)(=O)[O-])(F)F.C[S+]1CCN(CCC1)C(=O)C=1OC(=CC1)C1=CC(=CC=C1)C(F)(F)F